N1C(=NC2=C1C=CC=C2)NC(=S)N2C=NC=C2 N-(1H-benzo[d]imidazol-2-yl)-1H-imidazol-1-thiocarboxamide